O(C1=CC=CC=C1)C1=CC=C(C=C1)NC=1C2=CNC=3N=CN=C(N(N1)C1N(CCC1)C(C=C)=O)C32 1-(2-(3-((4-phenoxyphenyl)amino)-1,4,5,6,8-pentazaacenaphthylen-5(1H)-yl)pyrrolidin-1-yl)prop-2-en-1-one